C(CCCCCCCCCCCCC)(=O)[O-].C(CCCCCCCCCCCCC)(=O)[O-].C(CCCCCCCCCCCCC)(=O)[O-].[In+3] indium trimyristate